4-[4-(benzyloxy)-3-[2-(diisopropylamino)ethyl]-2,3-dihydroindole-1-carbonyl]-1,3-oxazolidin-2-one C(C1=CC=CC=C1)OC1=C2C(CN(C2=CC=C1)C(=O)C1NC(OC1)=O)CCN(C(C)C)C(C)C